(±)-4-((4-(3-((2,6-dioxopiperidin-3-yl)amino)phenyl)piperazin-1-yl)methyl)piperidine O=C1NC(CC[C@H]1NC=1C=C(C=CC1)N1CCN(CC1)CC1CCNCC1)=O |r|